6-cyclopentylmethyl-5-oxo-1,4,5,6-tetrahydropyrido[3,4-C][1,8]naphthyridine-3(2H)-carboxylic acid tert-butyl ester C(C)(C)(C)OC(=O)N1CC=2C(N(C=3N=CC=CC3C2CC1)CC1CCCC1)=O